Cl.FC1=CC=C(COC2=CC=C(C=N2)CN)C=C1 (6-((4-fluorobenzyl)oxy)pyridin-3-yl)methylamine hydrochloride